5-(N-(2-(4-(3-bromothiophene-2-carbonyl)piperazin-1-yl)phenyl)-N-(4-methylphenylethyl)sulfamoyl)-3-methylbenzothiophene-2-carboxylic acid BrC1=C(SC=C1)C(=O)N1CCN(CC1)C1=C(C=CC=C1)N(S(=O)(=O)C=1C=CC2=C(C(=C(S2)C(=O)O)C)C1)CCC1=CC=C(C=C1)C